ClC1=C(C=CC=C1C1=NC(=C(C=O)C=C1)OC)C1=C(C(=CC=C1)NC=1C2=C(N=C(N1)C)C=CC=N2)C 6-(2-chloro-2'-methyl-3'-((2-methylpyrido[3,2-d]pyrimidin-4-yl)amino)-[1,1'-biphenyl]-3-yl)-2-methoxynicotinaldehyde